FC1=CC=C2NC=C(C[C@H](N)C(=O)O)C2=C1 5-fluoro-tryptophan